(E)-2-ethyl-4-(2,2,3-trimethylcyclopent-3-en-1-yl)but-2-en-1-ol C(C)/C(/CO)=C\CC1C(C(=CC1)C)(C)C